ClC=1C=C(C=CC1)C(CO)NC(=O)C1=CN(C=C1)C1=NC(=NC=C1C)NC1=CC(=C(C=C1)C1CCNCC1)F N-(1-(3-chlorophenyl)-2-hydroxy-ethyl)-1-(2-((3-fluoro-4-(piperidin-4-yl)phenyl)amino)-5-methyl-pyrimidin-4-yl)-1H-pyrrole-3-carboxamide